ClC1=CC=C(C=C1)C1=NC(=NC(=C1N)N1CC2=CC(=C(C=C2CC1)OC)OC)N 4-(4-Chlorophenyl)-6-(6,7-dimethoxy-3,4-dihydroisoquinolin-2(1H)-yl)pyrimidine-2,5-diamine